C1CCC2CC(CCC12)C(=O)OCC(COC(=O)C1CC2CCCC2CC1)=O 2-oxopropane-1,3-diyl bis(octahydro-1H-indene-5-carboxylate)